3-(morpholine-4-carbonyl)bicyclo[1.1.1]pentane N1(CCOCC1)C(=O)C12CC(C1)C2